1-[(2R,4S,5R)-4-[(tert-butyldimethylsilyl)oxy]-5-{[(tert-butyldimethylsilyl)oxy]methyl}-5-(chloromethyl)oxolan-2-yl]-3H-pyrimidine [Si](C)(C)(C(C)(C)C)O[C@H]1C[C@@H](O[C@]1(CCl)CO[Si](C)(C)C(C)(C)C)N1CNCC=C1